BrC1=CC=C(C=C1)NS(=O)(=O)C=1C(=CC(=C(C(=O)NC2=CC=CC=C2)C1)Cl)Cl 5-(N-(4-bromophenyl)sulfamoyl)-2,4-dichloro-N-phenylbenzamide